pentacyclo[19.3.1.13,7.19,13.115,19]octacosa-1,3,5,7,9,11,13,15,17,19,21,23-dodecaene-4,6,10,12,16,18,22,24-octaol C12=CC3=C(C=C(C(=CC4=C(C=C(C(=CC5=C(C=C(C(=CC(=C(C=C1O)O)C2)C5)O)O)C4)O)O)C3)O)O